bicyclo[2.1.1]hexan-1-amine C12(CCC(C1)C2)N